(S)-6-((3,3-difluoro-1-methylpiperidin-4-yl)oxy)-N-(5-(difluoromethoxy)-1H-pyrazol-3-yl)pyrazin-2-amine FC1(CN(CC[C@@H]1OC1=CN=CC(=N1)NC1=NNC(=C1)OC(F)F)C)F